BrCC1=CC=C(C=C1)C=1C(=C(C(=O)N)C=CC1)Cl (4-(bromomethyl)phenyl)-2-chlorobenzamide